C(C(C)C)C=1C=C2CC(C(C2=CC1)=O)C 5-isobutyl-2-methyl-2,3-dihydro-1H-inden-1-one